2'-((6-oxo-5,6-Dihydrophenanthridin-3-yl)carbamoyl)-[1,1'-biphenyl] O=C1NC=2C=C(C=CC2C2=CC=CC=C12)NC(=O)C1=C(C=CC=C1)C1=CC=CC=C1